3-((2,6-dihydroxy-5'-methyl-4-pentyl-1',2',3',4'-tetrahydro-[1,1'-biphenyl]-3-yl)methyl)-1,1-dimethylurea OC1=C(C(=CC(=C1CNC(N(C)C)=O)CCCCC)O)C1CCCC(=C1)C